N-(1-(4-(trifluoromethyl)benzyl)indolin-5-yl)cyclohexanesulfonamide FC(C1=CC=C(CN2CCC3=CC(=CC=C23)NS(=O)(=O)C2CCCCC2)C=C1)(F)F